BOC-3-chloropropionamide C(=O)(OC(C)(C)C)C(C(=O)N)CCl